(3,4-difluorophenyl)-5-(2-nitrophenyl)Azole-4-carboxylic acid ethyl ester C(C)OC(=O)C=1C=C(NC1C1=C(C=CC=C1)[N+](=O)[O-])C1=CC(=C(C=C1)F)F